N-[4-(7,7-Dimethyl-4-oxo-3-phenyl-4,5,6,7-tetrahydro-1H-pyrrolo[3,2-c]pyridin-2-yl)pyridin-2-yl]-2-(4-fluorophenyl)acetamid CC1(C2=C(C(NC1)=O)C(=C(N2)C2=CC(=NC=C2)NC(CC2=CC=C(C=C2)F)=O)C2=CC=CC=C2)C